C(C)(C)(C)C(N(CCOCCOCCC(NCCOCCOCCC)=O)CC1=CC=CC=C1)C1=CC=CC=C1 tert-butyl-2-benzyl-11-oxo-1-phenyl-5,8,15,18-tetraoxa-2,12-diazaheneicosane